trans-dodecenal C(\C=C\CCCCCCCCC)=O